N-(1-(6,7-Difluoro-1-oxo-1,2-dihydroisoquinolin-4-yl)ethyl)-5-fluoro-N-methylindoline-2-carboxamide FC=1C=C2C(=CNC(C2=CC1F)=O)C(C)N(C(=O)C1NC2=CC=C(C=C2C1)F)C